O1C(NN=CC1)=O 3,6-dihydro-2H-1,3,4-oxadiazin-2-on